FCC1(COC1)N1N=NC(=C1)C 1-(1-(3-fluoromethyl-3-oxetanyl)-1H-triazol-4-yl)-methane